C(C)N(C(=O)[C@H]1CN(C)[C@@H]2CC3=CN(C4=CC=CC(C2=C1)=C34)C(CC3C=CCC3)=O)CC 1-(cyclopent-2-eneacetyl)-lysergic acid diethylamide